FC1=CC=C2C=C(C=C(C2=C1C#C[Si](C(C)C)(C(C)C)C(C)C)O)OCOC 7-fluoro-3-(methoxymethoxy)-8-{[tri(propan-2-yl)silyl]ethynyl}naphthalen-1-ol